CN(CCN1N=CC2=CC(=CC(=C12)N(C(=O)OC(C)(C)C)C(=O)OC(C)(C)C)N)C 1-(2-(dimethylamino)ethyl)-7-(N,N-di-tert-butoxycarbonyl-amino)-1H-indazol-5-amine